C(#C)C=1C=C(C=CC1)C1=NC=C(C(=N1)NC=1C(=NNC1)C1=NC2=C(N1)C=CC(=C2)CN2CCOCC2)OC 2-(3-Ethynylphenyl)-5-methoxy-N-(3-(5-(morpholinomethyl)-1H-benzo[d]imidazol-2-yl)-1H-pyrazol-4-yl)pyrimidin-4-amine